BrC1=CC=C(C(=O)N(C)[C@H](CN2CCCC2)[C@@H](C)OC)C=C1 4-Bromo-N-((2R,3R)-3-methoxy-1-(pyrrolidin-1-yl)butan-2-yl)-N-methylbenzamide